C(C(=O)CO)O The molecule is a ketotriose consisting of acetone bearing hydroxy substituents at positions 1 and 3. The simplest member of the class of ketoses and the parent of the class of glycerones. It has a role as a metabolite, an antifungal agent, a human metabolite, a Saccharomyces cerevisiae metabolite, an Escherichia coli metabolite and a mouse metabolite. It is a ketotriose and a primary alpha-hydroxy ketone.